2-oxo-N-(1H-pyrazolo[4,3-c]pyridin-7-yl)-2-[(2R,5S)-5-methyl-2-[2-(1-methyl-3,6-dihydro-2H-pyridin-4-yl)-1,3-benzothiazol-5-yl]-1-piperidyl]acetamide O=C(C(=O)NC=1C2=C(C=NC1)C=NN2)N2[C@H](CC[C@@H](C2)C)C=2C=CC1=C(N=C(S1)C=1CCN(CC1)C)C2